3-bromo-5-cyano-4-(2-hydroxypropan-2-yl)benzoic acid BrC=1C=C(C(=O)O)C=C(C1C(C)(C)O)C#N